4-bromo-7-methylbenzo[c][1,2,5]thiadiazole BrC1=CC=C(C2=NSN=C21)C